(±)-trans-1-(tert-Butoxycarbonyl)-4-(4-fluorophenyl)pyrrolidine-3-carboxylic acid C(C)(C)(C)OC(=O)N1C[C@H]([C@@H](C1)C1=CC=C(C=C1)F)C(=O)O |r|